(1-((((R)-3-methylpiperidin-1-yl)methyl)cyclopropyl)methoxy)pyridine C[C@H]1CN(CCC1)CC1(CC1)COC1=NC=CC=C1